(S)-3-tert-butyl-1-(2-oxo-1-{1-[3-(trifluoromethyl)phenyl]ethyl}-3,4-dihydroquinolin-6-yl)urea C(C)(C)(C)NC(NC=1C=C2CCC(N(C2=CC1)[C@@H](C)C1=CC(=CC=C1)C(F)(F)F)=O)=O